6-chloro-2,4-diphenyl-benzoxazole ClC1=CC2=C(N=C(O2)C2=CC=CC=C2)C(=C1)C1=CC=CC=C1